(R)-4-(pyrazolo[1,5-a]pyridin-2-yl)-5-(5-(trifluoromethyl)pyrimidin-2-yl)-4,5,6,7-tetrahydro-1H-imidazo[4,5-c]pyridine N1=C(C=C2N1C=CC=C2)[C@@H]2N(CCC1=C2N=CN1)C1=NC=C(C=N1)C(F)(F)F